O1C(CCCC1)OCC1=C(SC=C1)CNCC N-((3-(((tetrahydro-2H-pyran-2-yl)oxy)methyl)thiophen-2-yl)methyl)ethanamine